N-((1S,2R)-2-amino-2,3-dihydro-1H-inden-1-yl)-4-(5-methyl-7H-pyrrolo[2,3-d]pyrimidin-4-yl)-3,4-dihydro-2H-1,4-thiazine-6-carboxamide N[C@H]1[C@H](C2=CC=CC=C2C1)NC(=O)C1=CN(CCS1)C=1C2=C(N=CN1)NC=C2C